COC1=C(C=C(C=C1)C=1SC(=C(N1)C(C)=O)C)OCCN1CCOCC1 1-(2-(4-methoxy-3-(2-morpholinoethoxy)phenyl)-5-methylthiazol-4-yl)ethan-1-one